ClC1=NC=C(C=C1NS(=O)(=O)CCN1CCOCC1)C=1C=C2C(=NC=NC2=CC1)NC1=CC(=C(C=C1)F)Cl N-(2-chloro-5-(4-((3-chloro-4-fluorophenyl)amino)quinazolin-6-yl)pyridin-3-yl)-2-morpholinoethane-1-sulfonamide